methyl-4(R)-hydroxy-L-proline CN1[C@@H](C[C@H](C1)O)C(=O)O